BrC=1C=C2C(=CN(C2=CC1)C(C(=O)OC)C)C methyl 2-(5-bromo-3-methylindol-1-yl)propanoate